5-Methyl-1-(1-(4-(1-methyl-1H-indazol-6-yl)benzyl)-1H-indol-5-yl)-1H-pyrazol-3-carboxamid CC1=CC(=NN1C=1C=C2C=CN(C2=CC1)CC1=CC=C(C=C1)C1=CC=C2C=NN(C2=C1)C)C(=O)N